(4aR,8aR)-1,1,4a-trimethyl-6-methylene-5-vinyl-decahydronaphthalene CC1(CCC[C@]2(C(C(CC[C@H]12)=C)C=C)C)C